COC(=O)C1(N(C(C=C1C1=CC=CC=C1)C1=CC=CC=C1)C1=CC=C(C=C1)C)C1=CC=CC=C1 1-(4-tolyl)-2,3,5-triphenyl-2,5-dihydro-1H-pyrrole-2-carboxylic acid methyl ester